BrC1=C(C=C(N)C=C1)S(F)(F)(F)(F)F 4-bromo-3-(pentafluoro-sulfanyl)aniline